2-chloro-4,6-dimethyl-N-(quinolin-8-yl)pyridine-3-sulfonamide ClC1=NC(=CC(=C1S(=O)(=O)NC=1C=CC=C2C=CC=NC12)C)C